4-ethoxypicolinic acid C(C)OC1=CC(=NC=C1)C(=O)O